FC=1C(=CC=C(C(=O)[O-])C1)OC(F)(F)F 5-fluoro-4-(trifluoromethoxy)benzoate